(3S,4R,7S)-4,7-dimethyl-2,3,4,7-tetrahydro-1H-azepin-3-amine C[C@H]1[C@@H](CN[C@H](C=C1)C)N